5-bromo-2-(oxazol-2-yl)pyridine BrC=1C=CC(=NC1)C=1OC=CN1